The molecule is a docosanoid that is (8Z,10E,14E,16Z,19Z)-docosapentaenoic acid carrying three hydroxy substituents at positions 7, 12 and 13. It has a role as an anti-inflammatory agent, a human xenobiotic metabolite and a mouse metabolite. It is a docosanoid, a resolvin and a hydroxy polyunsaturated fatty acid. It is a conjugate acid of a resolvin T2(1-). CC/C=C\\C/C=C\\C=C\\C(C(/C=C/C=C\\C(CCCCCC(=O)O)O)O)O